3-(4-(aminomethyl)phenyl)-6-((1-(2-fluoro-4-(1H-imidazol-1-yl)benzyl)-4-hydroxypiperidin-4-yl)methyl)-2-methyl-2,6-dihydro-7H-pyrazolo[4,3-d]pyrimidin-7-one dihydrochloride Cl.Cl.NCC1=CC=C(C=C1)C=1N(N=C2C1N=CN(C2=O)CC2(CCN(CC2)CC2=C(C=C(C=C2)N2C=NC=C2)F)O)C